2-fluoro-6-methyl-nitrobenzene FC1=C(C(=CC=C1)C)[N+](=O)[O-]